N-(5-chloro-4-(indolin-1-yl)pyrimidin-2-yl)-6-methoxy-1,2,3,4-tetrahydroisoquinolin-7-amine ClC=1C(=NC(=NC1)NC1=C(C=C2CCNCC2=C1)OC)N1CCC2=CC=CC=C12